C1(CCC1)N1CC(C(CC1)C(C)C)C(=O)C=1C=C2C=CC(=C(C2=CC1)CC#N)OC 2-(6-(1-cyclobutyl-4-isopropylpiperidine-3-carbonyl)-2-methoxynaphthalen-1-yl)acetonitrile